(S)-2-(6-Fluorobenzo[d]oxazol-2-yl)-6-methoxy-5-((6-methoxypyridin-3-yl)methoxy)-1,2,3,4-tetrahydroisoquinoline-3-carboxylic acid FC1=CC2=C(N=C(O2)N2CC3=CC=C(C(=C3C[C@H]2C(=O)O)OCC=2C=NC(=CC2)OC)OC)C=C1